CS(=O)(=O)N[C@H]([C@@H](N)C1=CC=CC=C1)C1=CC=CC=C1 (S,S)-N-(methanesulfonyl)-1,2-diphenylethylenediamine